C(C)(C)(C)OC(=O)N1C(=CC2=CC=C(C=C12)Cl)CCNC(=O)OC(C)(C)C 2-(((tert-butoxycarbonyl)amino)ethyl)-6-chloro-1H-indole-1-carboxylic acid tert-butyl ester